(S)-6-(1-amino-1,3-dihydrospiro[indene-2,4'-piperidin]-1'-yl)-2-(2,6-dichlorophenyl)-2H-pyrazolo[3,4-d]pyrimidin-3-ol N[C@@H]1C2=CC=CC=C2CC12CCN(CC2)C=2N=CC=1C(N2)=NN(C1O)C1=C(C=CC=C1Cl)Cl